FC(C(C)(O)C)(C1=C(C(=CC=C1)[C@@H](C)NC1=NC(=NC2=C3C(=C(C=C12)N1C[C@@H](OCC1)COC)CCC3)C)F)F 1,1-difluoro-1-(2-fluoro-3-((R)-1-((6-((R)-2-(methoxymethyl)morpholino)-2-methyl-8,9-dihydro-7H-cyclopenta[h]quinazolin-4-yl)amino)ethyl)phenyl)-2-methylpropan-2-ol